O[C@@H]1CC[C@H](CC1)[N-]C1=CC=CC=C1 TRANS-4-HYDROXYCYCLOHEXYL-PHENYL-AMIDE